N-(3,4-bis(trifluoromethyl)phenyl)-2,2,2-trifluoroacetamide FC(C=1C=C(C=CC1C(F)(F)F)NC(C(F)(F)F)=O)(F)F